C(C)(C)(C)OC(NC1=NC=C(C(=C1)C)Br)=O N-(5-bromo-4-methyl-2-pyridyl)carbamic acid tert-butyl ester